C[Si](CCOC([C@H](N)CCCCNC(CBr)=O)=O)(C)C 2-(trimethylsilyl)ethyl-N6-(bromoacetyl)-D-lysinate